2-ethylbutyl ((S)-(((2R,3S,5R)-5-(6-amino-2-fluoro-9H-purin-9-yl)-3-(((decyloxy)carbonyl)oxy)-2-ethynyltetrahydrofuran-2-yl)methoxy)(phenoxy)phosphoryl)-L-phenylalaninate NC1=C2N=CN(C2=NC(=N1)F)[C@H]1C[C@@H]([C@@](O1)(C#C)CO[P@](=O)(OC1=CC=CC=C1)N[C@@H](CC1=CC=CC=C1)C(=O)OCC(CC)CC)OC(=O)OCCCCCCCCCC